(S)-2-chloro-N-(1-(1-(5-((dimethyl(oxo)-λ6-sulfaneylidene)amino)pyridin-2-yl)-1H-1,2,4-triazol-5-yl)ethyl)-N-methyl-5-(trifluoromethyl)isonicotinamide ClC=1C=C(C(=O)N(C)[C@@H](C)C2=NC=NN2C2=NC=C(C=C2)N=S(=O)(C)C)C(=CN1)C(F)(F)F